1-(benzyloxy)-3-bromo-2-(bromomethyl)-4-(trifluoromethyl)benzene C(C1=CC=CC=C1)OC1=C(C(=C(C=C1)C(F)(F)F)Br)CBr